FC1=C(C(=C(C(=C1F)F)F)F)S(=O)(=O)N1CC(C1)N1N=C(C=2C1=NC=NC2N)C2=CC=C(C=C2)OC2=CC=CC=C2 (1-((perfluorophenyl)sulfonyl)azetidin-3-yl)-3-(4-phenoxyphenyl)-1H-pyrazolo[3,4-d]pyrimidin-4-amine